2-(6-(((1s,2s,3r,5r)-2-fluoro-9-azabicyclo[3.3.1]non-3-yl)oxy)pyridazin-3-yl)-5-(5-methylthiophene-2-yl)phenol F[C@H]1[C@@H]2CCC[C@H](C[C@H]1OC1=CC=C(N=N1)C1=C(C=C(C=C1)C=1SC(=CC1)C)O)N2